FC=1C(=CC=2C3=C(NC(C2C1)=O)COC[C@H]3N(C(C(=C)C3=CC=CC=C3)=O)C)F (S)-N-(8,9-difluoro-6-oxo-1,4,5,6-tetrahydro-2H-pyrano[3,4-c]isoquinolin-1-yl)-N-methyl-2-phenylacrylamide